N(=[N+]=[N-])CCCCCCCCCCCCN=[N+]=[N-] 1,12-diazidododecane